N-(4-Cyanobenzyl)-1-methyl-6-((1-((3-methyloxetan-3-yl)sulfonyl)cyclopropyl)methyl)-7-oxo-4,5,6,7-tetrahydro-1H-pyrazolo[3,4-c]pyridine-3-carboxamide C(#N)C1=CC=C(CNC(=O)C2=NN(C=3C(N(CCC32)CC3(CC3)S(=O)(=O)C3(COC3)C)=O)C)C=C1